N(=[N+]=[N-])CCOCCOCCOCC(N[C@H](C(=O)N1[C@@H](C[C@@H](C1)O)C(=O)NCC1=CC=C(C=C1)C1=C(N=CS1)C)C(C)(C)C)=O (2S,4S)-1-((S)-14-azido-2-(tert-butyl)-4-oxo-6,9,12-trioxa-3-azatetradecanoyl)-4-hydroxy-N-(4-(4-methylthiazol-5-yl)benzyl)pyrrolidine-2-carboxamide